tert-butyl 3-(1-(3-bromo-4-methoxyphenyl)cyclopropyl)propanoate BrC=1C=C(C=CC1OC)C1(CC1)CCC(=O)OC(C)(C)C